3-(5-((3-azaspiro[5.5]undec-9-yl)oxy)-1-oxoisoindolin-2-yl)piperidine-2,6-dione C1CNCCC12CCC(CC2)OC=2C=C1CN(C(C1=CC2)=O)C2C(NC(CC2)=O)=O